O=C1NC(CCC1N1CC2(CC1)CCC=1C(=CC=3C(NC(C3C1)=O)=O)O2)=O (2,6-Dioxopiperidin-3-yl)-3,4-dihydro-6H-spiro[pyrano[2,3-f]isoindole-2,3'-pyrrolidine]-6,8(7H)-dione